C(C)N1CC(CC(C1)C)C 1-ethyl-3,5-dimethylpiperidine